C(C[C@@](C)(O)C(=O)O)(=O)O (R)-citramalic acid